NC=1N=C(C(=NC1SC1=C(C(=CC=C1)C=1OC=CN1)Cl)C(C)=O)N1CCC2(CC1)OC1=C([C@H]2N)C=CC=C1 (R)-1-(5-amino-3-(3-amino-3H-spiro[benzofuran-2,4'-piperidin]-1'-yl)-6-((2-chloro-3-(oxazole-2-yl)phenyl)sulfanyl)pyrazin-2-yl)ethanone